ClC1=CC=C(C=C1)[C@@](C)(C#C)C=1N=C(SC1)NC(C1=C(C=C(C=C1F)N1CCNCC1)F)=O (R)-N-(4-(2-(4-chlorophenyl)but-3-yn-2-yl)thiazol-2-yl)-2,6-difluoro-4-(piperazin-1-yl)benzamide